NC1=C(C=CC(=C1)Cl)NC(C)=O N-(2-amino-4-chlorophenyl)acetamide